ClC1=C(C=2N=C(N=C3C2C(=N1)OCCN3[C@H](C)C=3C(=NC=CC3)NC(OC(C)(C)C)=O)S(=O)C)F tert-butyl (3-((1R)-1-(5-chloro-4-fluoro-2-(methylsulfinyl)-8,9-dihydro-10H-7-oxa-1,3,6,10-tetraazacyclohepta[de]naphthalen-10-yl)ethyl)pyridin-2-yl)carbamate